ClC=1C=C2C(=CNC2=CC1)NC1=NC2=C(N1NC)C(=CC(=C2)C(F)(F)F)F N2-(5-Chloro-1H-indol-3-yl)-7-fluoro-N1-methyl-5-(trifluoromethyl)-1H-benzo[d]imidazole-1,2-diamine